1,6-dimethyl-4-[4-(5-methyl-1,3-benzoxazol-2-yl)piperidin-1-yl]-7-nitro-2-oxo-1,2-dihydroquinoline-3-carbonitrile CN1C(C(=C(C2=CC(=C(C=C12)[N+](=O)[O-])C)N1CCC(CC1)C=1OC2=C(N1)C=C(C=C2)C)C#N)=O